S(=O)(=O)(O)CC(CSSCC(CS(=O)(=O)O)O)O bis(3-sulfo-2-hydroxypropyl)disulfide